4-(3-(2,6-dioxopiperidin-3-yl)benzyl)-4-fluoropiperidin O=C1NC(CCC1C=1C=C(CC2(CCNCC2)F)C=CC1)=O